C(#N)C1=CC(=C(CSC2=CC=CC(=N2)C=2CCN(CC2)CC2=NC3=C(N2C[C@H]2OCC2)C=C(C=C3)C(=O)[O-])C=C1)F (S)-2-((6-((4-cyano-2-fluorobenzyl)thio)-3',6'-dihydro-[2,4'-bipyridin]-1'(2'H)-yl)methyl)-1-(oxetan-2-ylmethyl)-1H-benzo[d]imidazole-6-carboxylate